ClC1=CC(N(C=C1C=1C=NN(C1)C)C1=C(C=C(C=C1)OCC)C)=O 4-chloro-1-(4-ethoxy-2-methylphenyl)-5-(1-methyl-1H-pyrazol-4-yl)pyridin-2(1H)-one